C1(CC1)C(=O)C1=CC(=C(COC2=CC=CC(=N2)C=2CCN(CC2)CC2=NC3=C(N2C[C@H]2OCC2)C=C(C=C3)C(=O)O)C=C1)F (S)-2-((6-((4-(cyclopropanecarbonyl)-2-fluorobenzyl)oxy)-3',6'-Dihydro-[2,4'-bipyridyl]-1'(2'H)-yl)methyl)-1-(oxetan-2-ylmethyl)-1H-benzo[d]Imidazole-6-carboxylic acid